((Phenoxycarbonyl)oxy)methyl (2S,3R)-4-((tert-butyldimethylsilyl)oxy)-2-ethyl-3-((1-methyl-1H-imidazol-5-yl)methyl)butanoate [Si](C)(C)(C(C)(C)C)OC[C@@H]([C@@H](C(=O)OCOC(=O)OC1=CC=CC=C1)CC)CC1=CN=CN1C